β-(3-Pyridyl)-L-alanine N1=CC(=CC=C1)C[C@H](N)C(=O)O